O1N=C(C2=C1C=CC=C2)COC=2C=CC(=C1CCN([C@@H](C21)CN2C(CCC2)=O)C([C@@H](CC(=O)OC(C)(C)C)C)=O)Cl tert-Butyl (R)-4-((S)-8-(benzo[d]isoxazol-3-ylmethoxy)-5-chloro-1-((2-oxopyrrolidin-1-yl)methyl)-3,4-dihydroisoquinolin-2(1H)-yl)-3-methyl-4-oxobutanoate